CNCC(CS)CNC 3-(methylamino)-2-((methylamino)methyl)propane-1-thiol